N1C=CC=2C1=NC=CC2C2=NC=CC(=N2)NC2(CN(C2)S(=O)(=O)CC)C#N 3-((2-(1H-pyrrolo[2,3-b]pyridin-4-yl)pyrimidin-4-yl)amino)-1-(ethanesulfonyl)azetidine-3-carbonitrile